C1(CC1)C1=NC=NC(=C1C1=NC=C(C(=N1)NCC1=CC=C(C=C1)C=1N(C=C(N1)C(F)(F)F)CF)OC)OC 4'-Cyclopropyl-N-(4-(1-(fluoromethyl)-4-(trifluoromethyl)-1H-imidazol-2-yl)benzyl)-5,6'-dimethoxy-[2,5'-bipyrimidin]-4-amine